2-((4-(2-(4-cyano-2-fluorophenyl)-2-methylbenzo[d][1,3]dioxan-4-yl)piperidin-1-yl)methyl)-3-(((S)-oxetan-2-yl)methyl)-3H-thieno[2,3-d]imidazole-5-carboxylic acid C(#N)C1=CC(=C(C=C1)C1(OC(C2=C(O1)C=CC=C2)C2CCN(CC2)CC2=NC1=C(N2C[C@H]2OCC2)SC(=C1)C(=O)O)C)F